FC1=CC2=CC(N=C2C=C1)=O 5-fluoro-2-oxoindol